6-acetyl-8-cyclopentyl-2-(5-piperazin-1-yl-pyridin-2-ylamino)-8H-pyrido[2,3-d]pyrimidin-7-one C(C)(=O)C1=CC2=C(N=C(N=C2)NC2=NC=C(C=C2)N2CCNCC2)N(C1=O)C1CCCC1